trans-4-(2-azidopropan-2-yl)-6-chloro-1-((3-(methylsulfonyl)cyclopentyl)oxy)-2,7-naphthyridine N(=[N+]=[N-])C(C)(C)C1=CN=C(C2=CN=C(C=C12)Cl)O[C@@H]1C[C@H](CC1)S(=O)(=O)C